NC=1SC(=C(C1C(=O)C1=C(C=C(C=C1)Cl)F)C)C (2-amino-4,5-dimethyl-3-thienyl)-(4-chloro-2-fluoro-phenyl)methanone